6-deoxy-3-O-methyl-β-D-allose CO[C@H]1[C@H]([C@H](O)O[C@@H]([C@H]1O)C)O